methyl 2-benzimidazolcarbamate N1=C(NC2=C1C=CC=C2)NC(=O)OC